CC=1C(=NC=CC1)NC=1SC=C(N1)C1=NC=C(C=C1)OC1CCOCC1 N-(3-methylpyridin-2-yl)-4-(5-((tetrahydro-2H-pyran-4-yl)oxy)pyridin-2-yl)thiazol-2-amine